(1R,5S)-3-(2-((1-propyl-1H-pyrazol-4-yl)amino)pyrimidin-4-yl)-3,8-diazabicyclo[3.2.1]octan C(CC)N1N=CC(=C1)NC1=NC=CC(=N1)N1C[C@H]2CC[C@@H](C1)N2